C(=C)[N+]1=C(N(C=C1)CCCC)CC1=CC=CC=C1 vinyl-benzyl-1-butyl-1H-imidazol-3-ium